4-((6-(pyrrolidin-1-yl)hexyl)oxy)benzaldehyde N1(CCCC1)CCCCCCOC1=CC=C(C=O)C=C1